carboxyformaldehyde acrylate C(C=C)(=O)O.C(=O)(O)C=O